FC1=C(N)C=C(C(=C1)OC)OCC1=C(C=CC=2CCOC21)F 2-fluoro-5-((6-fluoro-2,3-dihydrobenzofuran-7-yl)methoxy)-4-methoxyaniline